COC=O.C(=C)C1=CC=CC=C1 4-vinylbenzene Methyl-formate